OC[C@H]([C@@H](C)O)N1CCS(CC1)(=O)=O 4-((2R,3R)-1,3-dihydroxybutan-2-yl)thiomorpholine 1,1-dioxide